(R,E)-3-(azetidin-2-yl)acrylic acid N1[C@H](CC1)/C=C/C(=O)O